CN(CCOC1=NC=C(C=C1)[N+](=O)[O-])C N,N-dimethyl-2-[(5-nitro-2-pyridyl)oxy]ethanamine